3-chloro-5-(3-chlorophenyl)-4-(difluoromethyl)picolinonitrile ClC=1C(=NC=C(C1C(F)F)C1=CC(=CC=C1)Cl)C#N